NC1=C(NOCC)C=CC(=C1)[N+](=O)[O-] 2-amino-4-nitro-N-(ethoxyl)aniline